C(CCC)O[Ti](OCCCC)(OCCCC)OCCCC tetranormal butoxytitanium